4-[(3-chloro-2-fluorophenyl)amino]-7-methoxyquinazolin-6-yl (2R)-2,4-dimethylpiperazine-1-carboxylate succinate C(CCC(=O)O)(=O)O.C[C@H]1N(CCN(C1)C)C(=O)OC=1C=C2C(=NC=NC2=CC1OC)NC1=C(C(=CC=C1)Cl)F